(S)-N-(4-(hexahydropyrazino[2,1-c][1,4]oxazin-8(1H)-yl)phenyl)-4-((8-methyl-2,3-dihydro-1H-pyrido[2,3-b][1,4]oxazin-7-yl)amino)-2-oxo-1,2-dihydropyridine-3-carboxamide C1OCCN2[C@H]1CN(CC2)C2=CC=C(C=C2)NC(=O)C=2C(NC=CC2NC2=C(C1=C(OCCN1)N=C2)C)=O